2-(methylthio)-1-(2-(4-(m-tolyl)-1H-imidazol-2-yl)piperidin-1-yl)propan CSC(CN1C(CCCC1)C=1NC=C(N1)C=1C=C(C=CC1)C)C